BrC=1C=C2C(N(C(=NC2=CC1F)[C@H](CCC)N1CCNC[C@@H](C1)C)CC)=O 6-bromo-3-ethyl-7-fluoro-2-((S)-1-((S)-6-methyl-1,4-diazepan-1-yl)butyl)quinazolin-4(3H)-one